5-methyl-hexanol CC(CCCCO)C